6-((methoxycarbonyl)amino)-3-(2H-1,2,3-triazol-2-yl)picolinic Acid COC(=O)NC1=CC=C(C(=N1)C(=O)O)N1N=CC=N1